C1(CC1)C1=CC=C(C=N1)C(C)N1N=C(C=2C1=NC(=NC2OC)N(C(CC)C2=NC=CC=N2)C)C#N 1-(1-(6-cyclopropylpyridin-3-yl)ethyl)-4-methoxy-6-(methyl(1-(pyrimidin-2-yl)propyl)amino)-1H-pyrazolo[3,4-d]pyrimidine-3-carbonitrile